C(C1=CC=CC=C1)N1CC=2N(CC1)N=C(C2C2=CC(=NC=C2)CC(F)(F)F)C2=CC=C(C=C2)F 5-benzyl-2-(4-fluorophenyl)-3-(2-(2,2,2-trifluoroethyl)pyridin-4-yl)-4,5,6,7-tetrahydropyrazolo[1,5-a]pyrazine